ClC1=C(C=C2C(C(=CN(C2=C1)C1CC1)CN(C1CN(CCC1)C=1C(=NC=CC1)C(=O)N)CC1=CC(=NC=C1)C)=O)F 3-{[(7-Chloro-1-cyclopropyl-6-fluoro-4-oxo-1,4-dihydroquinolin-3-yl)methyl][(2-methylpyridin-4-yl)methyl]amino}piperidin-1-ylpyridine-2-carboxamide